3-(4-((tert-butyldimethylsilyl)oxy)phenyl)-1,1-diethoxypropane-2-one [Si](C)(C)(C(C)(C)C)OC1=CC=C(C=C1)CC(C(OCC)OCC)=O